Sodium ethyl hexyl-sulfonate C(CCCCC)S(=O)(=O)OCC.[Na]